FC=1C=C(C=CC1OC1=CC=NC2=CC(=CN=C12)OC)NC(=O)C=1C(=NC(=C(C1O)C1=CC(=C(C=C1)F)OC)C)C N-[3-fluoro-4-[(7-methoxy-1,5-naphthyridin-4-yl)oxy]phenyl]-5-(4-fluoro-3-methoxyphenyl)-4-hydroxy-2,6-dimethylpyridine-3-carboxamide